4,4-dimethyl-biphenyl CC1(CC=C(C=C1)C1=CC=CC=C1)C